FC(C=1C(=C(C=CC1)[C@@H](C)NC1=NC(=NC2=C3C(=C(C=C12)N1CCOCC1)OCC3)C)F)F (R)-(4-((1-(3-(difluoromethyl)-2-fluorophenyl)ethyl)amino)-2-methyl-8,9-dihydrofuro[2,3-h]quinazolin-6-yl)(morpholin)